CC1=CC(=CC2=C1N(C=N2)C2CC(C2)(C)O)O 7-methyl-1-[(cis)-3-hydroxy-3-methylcyclobutyl]-1H-1,3-benzimidazol-5-ol